(S)-N-cyclopropyl-1-(2-methoxyethyl)-N-(4-nitrophenyl)pyrrolidin-3-amine C1(CC1)N([C@@H]1CN(CC1)CCOC)C1=CC=C(C=C1)[N+](=O)[O-]